NN1C(=NC(=C1C(=O)N)C1=CC=C(C=C1)C(NC1=NC=CC=C1)=O)CC1CCN(CC1)C(C#CC)=O 1-Amino-2-((1-(but-2-ynoyl)piperidin-4-yl)methyl)-4-(4-(pyridin-2-ylcarbamoyl)phenyl)-1H-imidazol-5-carboxamid